N1C(COCC1)=O Morpholin-3-on